IC=1C=C(C=C2C=C(C=NC12)C)C(=O)O 8-iodo-3-methylquinoline-6-carboxylic acid